4-[5-(2-aminoethyl)pyrimidin-2-yl]-3-[(1-pyridin-2-ylpyrazol-4-yl)methyl]benzonitrile NCCC=1C=NC(=NC1)C1=C(C=C(C#N)C=C1)CC=1C=NN(C1)C1=NC=CC=C1